C(CCCCCCCCCCC)N(C(OC1=NC2=CC(=CC=C2C=C1)OCCCCN1CCN(CC1)C1=CC=CC=2SC=CC21)=O)CCCCCCCCCCCC 7-(4-(4-(benzo[b]thiophen-4-yl)piperazin-1-yl)butoxy)quinolin-2-yl didodecylcarbamate